methyltris(propan-2-yloxy)titanium C[Ti](OC(C)C)(OC(C)C)OC(C)C